dimethylisophorone CC1C(=C(C(=O)CC1(C)C)C)C